5-chloro-2-(trifluoromethyl)isonicotinic acid ClC1=CN=C(C=C1C(=O)O)C(F)(F)F